phenyl-1,4-dihydroxybenzene C1(=CC=CC=C1)C1=C(C=CC(=C1)O)O